FC1=C(C=CC=C1F)C1=CN=C(N1)C1N(CCCC1)C(C(C)SC)=O 1-(2-(5-(2,3-difluorophenyl)-1H-imidazol-2-yl)piperidin-1-yl)-2-(methylsulfanyl)propan-1-one